5-[(2,6-dimethyl-4-triisopropylsilyloxy-phenyl)methyl]spiro[cyclopentane-1,3-indoline]-2-one CC1=C(C(=CC(=C1)O[Si](C(C)C)(C(C)C)C(C)C)C)CC1CCC(C12CNC1=CC=CC=C21)=O